C1N(CCC12CNCC2)C2=NC=CC(=N2)COC2=CC=C(C=C2)C(C)(C)C2=CC=C(OC1CC(C1)N1C(C3=CC=CC=C3C1=O)=O)C=C2 2-(3-(4-(2-(4-((2-(2,7-diazaspiro[4.4]non-2-yl)pyrimidin-4-yl)methoxy)phenyl)propan-2-yl)phenoxy)cyclobutyl)isoindoline-1,3-dione